NC([C@H](CO)NC(=O)C1=C(OC2=C1C=C(C=C2)OCC=2SC=CN2)C)=O (S)-N-(1-amino-3-hydroxy-1-oxopropan-2-yl)-2-methyl-5-(thiazol-2-ylmethoxy)benzofuran-3-carboxamide